tert-butyl 2-bromo-5-cyclobutyl-8-oxo-6H,7H-pyrido[2,3-b]pyrazine-7-carboxylate BrC=1N=C2C(=NC1)N(CC(C2=O)C(=O)OC(C)(C)C)C2CCC2